CC1(CC1)OC=1C=C2C(=CN1)NN=C2 5-(1-methylcyclopropoxy)-1H-pyrazolo[3,4-c]pyridine